1-[(S)-3-(3-chloro-2-tolyl)-3-(3-methyl-7-quinolylamino)-1-pyrrolidinyl]-2-propen-1-one ClC=1C(=C(C=CC1)C)[C@@]1(CN(CC1)C(C=C)=O)NC1=CC=C2C=C(C=NC2=C1)C